4-bromo-7-chloro-2-methyl-2,6-naphthyridin-1(2H)-one BrC1=CN(C(C2=CC(=NC=C12)Cl)=O)C